OC[C@@]12C(CC[C@H]1[C@@H]1CCC3CC(CC[C@]3(C)[C@H]1CC2)=O)=O hydroxyandrostane-3,17-dione